CC1(CCC2(CC1)OC=1C=C(C=CC1C=1N=C(SC12)NC(=O)C=1C(=NC=NC1OC)OC)C(F)(F)F)C N-(4',4'-dimethyl-7-(trifluoromethyl)spiro[chromeno[4,3-d]thiazole-4,1'-cyclohexan]-2-yl)-4,6-dimethoxypyrimidine-5-carboxamide